4-chloro-6-iodoquinoline ClC1=CC=NC2=CC=C(C=C12)I